6-(5-(1-(2,2-dimethyltetrahydro-2H-pyran-4-yl)azetidin-3-yl)-3-isopropyl-1H-indol-2-yl)-8-methyl-[1,2,4]triazolo[1,5-a]pyridine CC1(OCCC(C1)N1CC(C1)C=1C=C2C(=C(NC2=CC1)C=1C=C(C=2N(C1)N=CN2)C)C(C)C)C